rac-4-methyl-3-((3ar,5r,7s,7ar)-1,3,3,5,7-pentamethyloctahydrobenzo[c]isoxazol-5-yl)benzoic acid methyl ester COC(C1=CC(=C(C=C1)C)[C@]1(C[C@@H]2[C@H](N(OC2(C)C)C)[C@H](C1)C)C)=O |r|